2-(4-nitrostyryl)oxazole [N+](=O)([O-])C1=CC=C(C=CC=2OC=CN2)C=C1